2-(4-(3-amino-1H-pyrazolo[3,4-b]pyridin-5-yl)benzylamino)-N-(3-((4-methylpiperazin-1-yl)methyl)phenyl)-5-(trifluoromethyl)nicotinamide NC1=NNC2=NC=C(C=C21)C2=CC=C(CNC1=C(C(=O)NC3=CC(=CC=C3)CN3CCN(CC3)C)C=C(C=N1)C(F)(F)F)C=C2